C[NH+](CCCCCCCCCCCCCC)CCCCCCCCCCCCCC methylbistetradecyl-ammonium